ClC1=C(C(=CC(=C1C)F)Cl)S(=O)(=O)Cl 2,6-dichloro-4-fluoro-3-methylbenzenesulfonyl chloride